2-(2-((3R,4S)-3-amino-4-fluoropiperidin-1-yl)-6-fluoro-1H-benzo[d]imidazol-1-yl)-N-methyl-N-(2,2,2-trifluoroethyl)acetamide N[C@@H]1CN(CC[C@@H]1F)C1=NC2=C(N1CC(=O)N(CC(F)(F)F)C)C=C(C=C2)F